CCOC1=CC=C(C=C1)O p-ethoxyphenol